methyl-2-oxopyrrolidine CN1C(CCC1)=O